(S)-4-((((9H-fluoren-9-yl)methoxy)carbonyl)amino)-5-amino-5-oxopentanoate C1=CC=CC=2C3=CC=CC=C3C(C12)COC(=O)N[C@@H](CCC(=O)[O-])C(=O)N